NC=1NC2=CC(=C(C=C2C1C#N)F)C 2-amino-5-fluoro-6-methyl-1H-indole-3-carbonitrile